ClC1=CC=C(C=C1)S(=O)(=O)O\N=C(\C1=NC=C(C=C1[S@@](=O)CC)C1(CC1)C#N)/N [(Z)-[amino-[5-(1-cyanocyclopropyl)-3-[(S)-ethylsulfinyl]-2-pyridyl]methylene] amino] 4-chlorobenzenesulfonate